Monomethyl octanoate C(CCCCCCC)(=O)OC